FC(C1=CC=C(CN2C=3N(C[C@@H](C2)CNC(C=C)=O)N=CC3)C=C1)(F)F |o1:11| (R)- or (S)-N-((4-(4-(trifluoro-methyl)benzyl)-4,5,6,7-tetrahydropyrazolo[1,5-a]pyrimidin-6-yl)methyl)acrylamide